2-(2,2-Difluoro-2-phenylacetamido)-4-fluoro-N-(4-phenylthiazol-2-yl)benzamide FC(C(=O)NC1=C(C(=O)NC=2SC=C(N2)C2=CC=CC=C2)C=CC(=C1)F)(C1=CC=CC=C1)F